N-(2-aminophenyl)-4-(((6-(6-methoxypyridin-3-yl)-4-methylquinazolin-8-yl)oxy)methyl)benzamide NC1=C(C=CC=C1)NC(C1=CC=C(C=C1)COC=1C=C(C=C2C(=NC=NC12)C)C=1C=NC(=CC1)OC)=O